(1R,3S,5R)-2-(2-(3-acetyl-5-(2-(hydroxymethyl)pyridin-4-yl)-7-methyl-1H-indazol-1-yl)acetyl)-N-(6-bromo-3-methylpyridin-2-yl)-5-methyl-2-azabicyclo[3.1.0]hexane-3-carboxamide C(C)(=O)C1=NN(C2=C(C=C(C=C12)C1=CC(=NC=C1)CO)C)CC(=O)N1[C@@H]2C[C@@]2(C[C@H]1C(=O)NC1=NC(=CC=C1C)Br)C